C(=C)C(C(C(C(C(C(F)(F)F)(F)F)(C=C)F)(F)F)(F)F)(F)F 1,4-divinyldodecafluorohexane